NC=1C2=C(C(NN1)=O)N(C=C2C2=CC=C(C=C2)[C@H](C)NC(C2=C(C=CC(=C2)F)OC)=O)C2CCCC2 (S)-N-(1-(4-(4-amino-1-cyclopentyl-7-oxo-6,7-dihydro-1H-pyrrolo[2,3-d]pyridazin-3-yl)phenyl)ethyl)-5-fluoro-2-methoxybenzamide